2-[6-(cyclobutylmethoxy)-1,5-naphthyridin-4-yl]-1H,5H,6H,7H-pyrrolo[3,2-c]Pyridin-4-one C1(CCC1)COC=1N=C2C(=CC=NC2=CC1)C1=CC=2C(NCCC2N1)=O